(S)-N-methyl-5-(2-methylpiperazin-1-yl)pyridineamide hydrochloride Cl.CNC(=O)C1=NC=C(C=C1)N1[C@H](CNCC1)C